C(C)(C)(C)OC(NC12CC(C1)(C2)NC(COC2=CC=C(C=C2)Cl)=O)=O (3-(2-(4-chlorophenoxy)acetylamino)bicyclo[1.1.1]pentan-1-yl)carbamic acid tert-butyl ester